C(C)(C)(C)OC(=O)N1C[C@@H](CC1)N tert-butyl-(3R)-3-aminopyrrolidine-1-carboxylate